bisphenol A ethyloxy-methacrylate C(C)OC=C(C(=O)O)C.OC1=CC=C(C=C1)C(C)(C)C1=CC=C(C=C1)O